OC=1C=C(C=CC1)C=1SC2=C(N1)CC[C@@]1([C@H]3CC[C@]4([C@H]([C@@H]3CC[C@H]12)CC[C@@H]4O)C)C (5aR,5bS,7aS,8S,10aS,10bR,12aR)-2-(3-hydroxyphenyl)-5a,7a-dimethyl-5,5a,5b,6,7,7a,8,9,10,10a,10b,11,12,12a-tetradecahydro-4H-cyclopenta[7,8]phenanthro[2,1-d]thiazol-8-ol